1,1-bis(diphenylphosphino)methyleneruthenium C1(=CC=CC=C1)P(C(P(C1=CC=CC=C1)C1=CC=CC=C1)=[Ru])C1=CC=CC=C1